BrC(C(=O)OCC)C1=C(C(=CC(=C1)C1CCN(CC1)C1CC1)F)OC ethyl 2-bromo-2-(5-(1-cyclopropylpiperidin-4-yl)-3-fluoro-2-methoxyphenyl)acetate